The molecule is a fifteen-membered glycopeptide comprising glycyl, homoleucyl, alanyl, glycyl, 4-fluorophenylalanyl, (5R)-5-(beta-D-galactopyranosyloxy)lysyl, glycyl. alpha-glutamyl, glutaminyl, glycyl, prolyl, lysyl, glycyl, alpha-glutamyl and threonine residues coupled in sequence. C[C@H]([C@@H](C(=O)O)NC(=O)[C@H](CCC(=O)O)NC(=O)CNC(=O)[C@H](CCCCN)NC(=O)[C@@H]1CCCN1C(=O)CNC(=O)[C@H](CCC(=O)N)NC(=O)[C@H](CCC(=O)O)NC(=O)CNC(=O)[C@H](CC[C@H](CN)O[C@H]2[C@@H]([C@H]([C@H]([C@H](O2)CO)O)O)O)NC(=O)[C@H](CC3=CC=C(C=C3)F)NC(=O)CNC(=O)[C@H](C)NC(=O)[C@H](CCC(C)C)NC(=O)CN)O